FC1=CC=C(CN2CC(CC2)CNC(=O)C2CCN(CC2)C2=NC(=NO2)C2=CC=C(C=C2)OC)C=C1 N-((1-(4-fluorobenzyl)pyrrolidin-3-yl)methyl)-1-(3-(4-methoxyphenyl)-1,2,4-oxadiazol-5-yl)piperidine-4-carboxamide